2-((4-(4-((4-chloro-2-fluorobenzyl)oxy)-5-fluoropyrimidin-2-yl)cyclohex-3-en-1-yl)methyl)-3-(2-cyano-2-methylpropyl)-3H-imidazo[4,5-b]pyridine-5-carboxylic acid ClC1=CC(=C(COC2=NC(=NC=C2F)C2=CCC(CC2)CC2=NC=3C(=NC(=CC3)C(=O)O)N2CC(C)(C)C#N)C=C1)F